phthalimide copper [Cu].C1(C=2C(C(N1)=O)=CC=CC2)=O